C(=O)O.N1CCCC1 pyrrolidine formate